NC1=NC(=NC=C1C=O)SC 4-amino-2-methylsulfanyl-pyrimidine-5-carbaldehyde